4,6-heptadecanediyn-3,10-diol CCC(C#CC#CCCC(CCCCCCC)O)O